4-hydroxy-5-methyl-salicylaldehyde OC=1C=C(C(C=O)=CC1C)O